2-chloro-4-methoxybenzoic acid ClC1=C(C(=O)O)C=CC(=C1)OC